N-[7-bromo-4-(4-methoxyphenyl)-1-oxophthalazin-2(1H)-yl]-2-(3,5-difluorophenyl)acetamide BrC1=CC=C2C(=NN(C(C2=C1)=O)NC(CC1=CC(=CC(=C1)F)F)=O)C1=CC=C(C=C1)OC